bis(prop-2-enyl) (E)-but-2-enedioate C(\C=C\C(=O)OCC=C)(=O)OCC=C